3-(2,4-difluorophenoxy)-7-vinyl-1,6-naphthyridine FC1=C(OC=2C=NC3=CC(=NC=C3C2)C=C)C=CC(=C1)F